C(C)(C)N1N=C(C=C1)C=1C=C(N=NC1C)C=1C(NC(NC1)=O)=O 5-(5-(1-isopropyl-1H-pyrazol-3-yl)-6-methylpyridazin-3-yl)pyrimidine-2,4(1H,3H)-dione